bromo-N-trityl-quinolin-2-amine BrC=1C(=NC2=CC=CC=C2C1)NC(C1=CC=CC=C1)(C1=CC=CC=C1)C1=CC=CC=C1